CC1=C(C=NN1C1CCOCCC1)[N+](=O)[O-] 5-methyl-4-nitro-1-(oxepan-4-yl)-1H-pyrazol